CC1=NC(=CC(=N1)NC1=CC2=C(C=N1)C(NN2C=2C=C(C(=O)O)C=CC2)=O)C 3-(6-((2,6-dimethylpyrimidin-4-yl)amino)-3-oxo-2,3-dihydro-1H-pyrazolo[4,3-c]pyridin-1-yl)benzoic acid